OC1=CC=C(C=C1)C(\C=C\C1=CC(=C(C=C1)OCC=1OC(=NN1)C1=CC=CC=C1)OC)=O (E)-1-(4-Hydroxyphenyl)-3-[3-methoxy-4-[(5-phenyl-1,3,4-oxadiazol-2-yl)methoxy]phenyl]prop-2-en-1-one